phosphinate boron [B+3].[PH2]([O-])=O.[PH2]([O-])=O.[PH2]([O-])=O